1-((4-((4-Cyclopropylnaphthalen-1-yl)amino)-6,7-dimethoxyquinazolin-2-yl)thio)cyclobutane-1-carboxylic acid ethyl ester C(C)OC(=O)C1(CCC1)SC1=NC2=CC(=C(C=C2C(=N1)NC1=CC=C(C2=CC=CC=C12)C1CC1)OC)OC